C(C)(C)(C)OOC1(C(CCC(C1)C)C(C)C)OOC(C)(C)C 1,1-bis(t-butylperoxy)-2-isopropyl-5-methylcyclohexane